ClC=1C=C(CNC2=CC=C(C=C2)CC(=O)O)C=CC1 2-(4-((3-chlorobenzyl)amino)phenyl)acetic acid